4-(4-(bis(4-fluorophenyl)methyl)piperazin-1-yl)-1,6-dimethyl-3-(trifluoromethyl)-1,5-naphthyridin-2(1H)-one FC1=CC=C(C=C1)C(N1CCN(CC1)C1=C(C(N(C2=CC=C(N=C12)C)C)=O)C(F)(F)F)C1=CC=C(C=C1)F